C(C)N(C(C(C(C(=O)OCC)C)C)C)C(=O)OCC ethyl 4-(ethyl(ethoxycarbonyl)amino)-2,3-dimethylpentanoate